C(C1=CC=CC=C1)OC1=NC(=CC=C1C=1OC2=C(N1)C=C(C=C2)CO)OCC2=CC=CC=C2 (2-(2,6-bis(benzyloxy)pyridin-3-yl)benzo[d]oxazol-5-yl)methanol